methyl 3-(4-(7-fluoro-1H-indol-3-yl) thiophen-2-yl)-3-oxopropanoate FC=1C=CC=C2C(=CNC12)C=1C=C(SC1)C(CC(=O)OC)=O